ClC=1C(=C(CN2C(CC(CC2)C(=O)O)C)C=CC1)F (3-chloro-2-fluorobenzyl)-2-methylpiperidine-4-carboxylic acid